n-tetracosyl methacrylate C(C(=C)C)(=O)OCCCCCCCCCCCCCCCCCCCCCCCC